C(C)(C)N1C=C(C2=CC(=CC=C12)C=1C2=CC=CC=C2C=2C=CC=CC2C1)CC(=O)NCC1=CC=C(C=C1)OC 2-(1-isopropyl-5-(phenanthren-9-yl)-1H-indol-3-yl)-N-(4-methoxybenzyl)acetamide